N1(CCNCC1)[NH-] piperazin-1-yl-amide